sodium 9,10-dihydroxystearate OC(CCCCCCCC(=O)[O-])C(CCCCCCCC)O.[Na+]